1-(1Z-hexadecenyl)-2-(9Z,12Z,15Z-octadecatrienoyl)-glycero-3-phosphocholine CCCCCCCCCCCCCC/C=C\OC[C@H](COP(=O)([O-])OCC[N+](C)(C)C)OC(=O)CCCCCCC/C=C\C/C=C\C/C=C\CC